N[C@H](C(=O)O)CC=1C=C(C=CC1)C (S)-2-amino-3-(m-toluyl)propanoic acid